[bis(4-tert-butylphenyl)methyl-methyl-amino] (2S)-2-[(3-hydroxy-4-methoxy-pyridine-2-carbonyl) amino]propanoate OC=1C(=NC=CC1OC)C(=O)N[C@H](C(=O)ON(C)C(C1=CC=C(C=C1)C(C)(C)C)C1=CC=C(C=C1)C(C)(C)C)C